FC1=C(OC2=CC(=NC=N2)OC2=C(C=CC=C2)/C(/C(=O)OC)=C\OC)C=CC=C1 methyl (E)-2-[2-[6-(2-fluorophenoxy) pyrimidin-4-yloxy] phenyl]-3-methoxypropenoate